(R)-N-(1-(3-amino-5-(trifluoromethyl)phenyl)ethyl)-2-chloro-6-(piperidin-1-yl)pyrido[2,3-d]pyrimidin-4-amine NC=1C=C(C=C(C1)C(F)(F)F)[C@@H](C)NC=1C2=C(N=C(N1)Cl)N=CC(=C2)N2CCCCC2